N-(4-((3-(4,4-Difluoropiperidin-1-yl)-5-methylphenyl)thio)-5-(6-azaspiro[2.5]octan-6-yl)quinazolin-7-yl)-2-hydroxyethane-1-sulfonamide FC1(CCN(CC1)C=1C=C(C=C(C1)C)SC1=NC=NC2=CC(=CC(=C12)N1CCC2(CC2)CC1)NS(=O)(=O)CCO)F